2-(4-(tert-amyl)phenyl)spiro[3.3]heptane-2,6-diamine C(C)(C)(CC)C1=CC=C(C=C1)C1(CC2(C1)CC(C2)N)N